4-(4-((4,4-difluoropiperidin-1-yl)sulfonyl)-6-(3-methyl-1H-pyrazol-1-yl)pyridin-2-yl)morpholine FC1(CCN(CC1)S(=O)(=O)C1=CC(=NC(=C1)N1N=C(C=C1)C)N1CCOCC1)F